butyl-3-[3-t-butyl-4-(3,5-di-t-butyl-4-hydroxybenzoyloxy)phenyl]propionate C(CCC)OC(CCC1=CC(=C(C=C1)OC(C1=CC(=C(C(=C1)C(C)(C)C)O)C(C)(C)C)=O)C(C)(C)C)=O